C(C)OC(=O)C1=NN2C(N=C(C=C2C=2C=NNC2)N(C)CC2=CC=CC=C2)=C1 5-(benzyl-(methyl)amino)-7-(1H-pyrazol-4-yl)pyrazolo[1,5-a]pyrimidine-2-carboxylic acid ethyl ester